OC=1C(=C(C(=O)O)C(=CC1I)I)I hydroxy-2,4,6-triiodobenzoic acid